C[C@H]1CC2=C(N=CN=C2OC=2C=C3C=CN(C3=CC2)C(=O)NC2=NNC(=C2)C2(CC2)C)CN1 (S)-5-(6-methyl-5,6,7,8-tetrahydropyrido[3,4-d]pyrimidin-4-yloxy)-N-(5-(1-methylcyclopropyl)-1H-pyrazol-3-yl)-1H-indole-1-carboxamide